FC1(CCN(CCC1)C1=NC=2CCCCC2C=C1C(=O)OC)F methyl 2-(4,4-difluoroazepan-1-yl)-5,6,7,8-tetrahydroquinoline-3-carboxylate